C(C)C1=C2C(=CC(=CC2=CC=C1F)O)C1=C(C=2N=C(N=C(C2C=N1)N1CC2(CCO2)CCC1)OC[C@]12CCCN2C[C@@H](C1)F)F 5-Ethyl-6-fluoro-4-(8-fluoro-2-(((2R,7aS)-2-fluorotetrahydro-1H-pyrrolizin-7a(5H)-yl)methoxy)-4-(1-oxa-6-azaspiro[3.5]nonan-6-yl)pyrido[4,3-d]pyrimidin-7-yl)naphthalen-2-ol